FC(CN([C@H]1CNCC1)C)(CCCC1=NC=2NCCCC2C=C1)F (R)-N-(2,2-difluoro-5-(5,6,7,8-tetrahydro-1,8-naphthyridin-2-yl)pentyl)-N-methylpyrrolidin-3-amine